2-(3-(Dimethylphosphoryl)phenyl)acetic acid CP(=O)(C)C=1C=C(C=CC1)CC(=O)O